tert-butyl (S)-2-((tert-butoxycarbonyl)amino)-3-(4-(3-carbamoylpyridin-2-yl)-[2,4'-bithiazol]-2'-yl)propanoate C(C)(C)(C)OC(=O)N[C@H](C(=O)OC(C)(C)C)CC=1SC=C(N1)C=1SC=C(N1)C1=NC=CC=C1C(N)=O